C(CN)CO[C@@H]1[C@H]([C@H]([C@@H]([C@H](O1)CO[C@@H]2[C@H]([C@H]([C@@H]([C@H](O2)CO[C@@H]3[C@H]([C@H]([C@@H]([C@H](O3)CO)O)O)O[C@@H]4[C@H]([C@H]([C@@H]([C@H](O4)CO)O)O)O)O)O)O)O)O[C@@H]5[C@H]([C@H]([C@@H]([C@H](O5)CO)O)O)O[C@@H]6[C@H]([C@H]([C@@H]([C@H](O6)CO)O)O)O[C@@H]7[C@H]([C@H]([C@@H]([C@H](O7)CO)O)O)O)O The molecule is a mannooligosaccharide derivative consisting of a D-mannosyl residue alpha-linked to a 3-aminopropyl group and which carries an alpha-D-mannosyl-(1->2)-alpha-D-mannosyl-(1->2)-alpha-D-mannosyl unit linked (1->3) and an alpha-D-mannosyl-(1->2)-alpha-D-mannosyl-(1->6)-alpha-D-mannosyl unit linked (1->6). It is a mannooligosaccharide derivative and a glycoside.